C(C)OC(C(C)(C)OC1=C(C=C(C=C1C)CN1C2(CC2)CN(C1=O)C1=CC=C(C=C1)C(F)(F)F)C)=O 2-(2,6-dimethyl-4-((5-oxo-6-(4-(trifluoromethyl)phenyl)-4,6-diazaspiro[2.4]heptane-4-yl)methyl)phenoxy)2-methylpropanoic acid ethyl ester